FC(C(=O)OC(CCCCCCCCCCCCCCCCCCC)=O)(F)F eicosanoyl trifluoroacetate